C(C)C1OCC(CO1)(CO)CO 2-ethyl-1,3-dioxane-5,5-dimethanol